COC1=NC=C(C=N1)[C@@H](CC(=O)O)N1N=C(C=C1)CCCC1=NC=2NCCCC2C=C1 |r| (±)-3-(2-methoxypyrimidin-5-yl)-3-(3-(3-(5,6,7,8-tetrahydro-1,8-naphthyridin-2-yl)propyl)-1H-pyrazol-1-yl)propionic acid